NC1=C2C(=NC=N1)N(N=C2C2=CC=C(CNC(C1=C(C=CC(=C1)F)OC)=O)C=C2)C=2C=NC(=CC2)N2CC(CC2)C=O N-(4-(4-amino-1-(6-(3-formylpyrrolidin-1-yl)pyridin-3-yl)-1H-pyrazolo[3,4-d]pyrimidin-3-yl)benzyl)-5-fluoro-2-methoxybenzamide